FC1=C(C=C(C=N1)CNCC[C@]1(CCOC2(CCCC2)C1)C1=NC=CC=C1)I [(6-fluoro-5-iodopyridin-3-yl)methyl]({2-[(9R)-9-(pyridin-2-yl)-6-oxaspiro[4.5]decan-9-yl]ethyl})amine